[Cl-].C1(=C(C(=C(C(=C1[2H])[2H])[2H])[2H])[2H])C1=C(C(=CC=C1)C1=C(C(=C(C(=C1[2H])[2H])[2H])[2H])[2H])[N+]1=CN(C2=C1C=CC=C2)C2=CC(=CC=C2)OC2=CC(=CC=C2)N2C(NC1=C2C=CC=C1)=O 3-([1,1':3',1''-Terphenyl]-2'-yl-2,2'',3,3'',4,4'',5,5'',6,6''-d10)-1-(3-(3-(2-oxo-2,3-dihydro-1H-benzo[d]imidazol-1-yl)phenoxy)phenyl)-1H-benzo[d]imidazol-3-ium chloride